FC(C=1C=C(C=C(C1)C(F)(F)F)C1=CC=C2OC=3C=CC=4C(N(C(C5=CC=C(C3C45)C2=C1)=O)CCO)=O)(F)F 9-(3,5-bis(trifluoromethyl)phenyl)-2-(2-hydroxyethyl)-1H-xantheno[2,1,9-def]Isoquinoline-1,3(2H)-dione